(Ethane-1,2-diyl)bis(2-(4-chloro-2-(2H-tetrazol-5-yl)phenyl)-4-methoxy-1H-benzo[d]imidazole-5-carboxamide) C(CN1C(=NC2=C1C=CC(=C2OC)C(=O)N)C2=C(C=C(C=C2)Cl)C=2N=NNN2)N2C(=NC1=C2C=CC(=C1OC)C(=O)N)C1=C(C=C(C=C1)Cl)C=1N=NNN1